tert-Butyl 3-(((tert-Butoxycarbonyl)(cyclobutylmethyl)amino)methyl)-6-((4-oxo-4H-pyrido[1,2-a]pyrimidine-2-carboxamido)methyl)-1H-indole-1-carboxylate C(C)(C)(C)OC(=O)N(CC1CCC1)CC1=CN(C2=CC(=CC=C12)CNC(=O)C=1N=C2N(C(C1)=O)C=CC=C2)C(=O)OC(C)(C)C